C(C)(C)(C)C1=CC=C(C=C1)C1=CC(=CC=C1)N(C1=NC=2N(C3=CC(=C(C=C13)F)C=O)C=NN2)C 5-((4'-(tert-butyl)-[1,1'-biphenyl]-3-yl)(methyl)amino)-7-fluoro-[1,2,4]triazolo[4,3-a]quinazoline-8-carbaldehyde